COC1=CC=C(C=C1)C=1C=C2C=CC(=NC2=CC1)N1CCC(CC1)C(=O)O 1-(6-(4-methoxyphenyl)quinolin-2-yl)piperidine-4-carboxylic acid